OC[C@H]1O[C@@H]([C@@H]([C@H]([C@H]1O)N1N=NC(=C1)C1=CC(=C(C(=C1)F)F)F)OC)CC1=NOC2(C1)CCC(CC2)N2CCOCC2 (2R,3R,4S,5R,6R)-2-(hydroxymethyl)-5-methoxy-6-((8-morpholino-1-oxa-2-azaspiro[4.5]dec-2-en-3-yl)methyl)-4-(4-(3,4,5-trifluorophenyl)-1H-1,2,3-triazol-1-yl)tetrahydro-2H-pyran-3-ol